(S)-8-(difluoromethoxy)-5'-fluoro-6'-methoxy-6-(trifluoromethyl)-3',4'-dihydro-2H,3H-spiro[imidazo[1,2-a]pyridine-2,1'-naphthalene] FC(OC=1C=2N(C=C(C1)C(F)(F)F)C[C@@]1(CCCC3=C(C(=CC=C13)OC)F)N2)F